4'-((S)-4-acryloyl-3-(cyanomethyl)piperazin-1-yl)-3-methyl-2'-(((S)-1-methylpyrrolidin-2-yl)methoxy)-5',8'-dihydro-6'H-spiro[indene-1,7'-quinazoline]-4-carbonitrile C(C=C)(=O)N1[C@H](CN(CC1)C1=NC(=NC=2CC3(CCC12)C=C(C=1C(=CC=CC13)C#N)C)OC[C@H]1N(CCC1)C)CC#N